didodecyl 12-(2-(4-((3-(dodecyloxy)-3-oxopropyl)thio)butanimidamido)ethyl)-8,16-diimino-4,20-dithia-9,12,15-triazatricosanedioate C(CCCCCCCCCCC)OC(CCSCCCC(NCCN(CCNC(CCCSCCC(=O)OCCCCCCCCCCCC)=N)CCNC(CCCSCCC(=O)OCCCCCCCCCCCC)=N)=N)=O